2-(1-methylpyrazol-4-yl)propanenitrile CN1N=CC(=C1)C(C#N)C